5-(1-(7-(8-Ethyl-7-fluoro-3-hydroxynaphthalen-1-yl)-8-fluoro-2-(((2r,7as)-2-fluorohexahydro-1H-pyrrolizin-7a-yl)methoxy)pyrido[4,3-d]pyrimidin-4-yl)piperidin-3-yl)pyrrolidin-2-one C(C)C=1C(=CC=C2C=C(C=C(C12)C1=C(C=2N=C(N=C(C2C=N1)N1CC(CCC1)C1CCC(N1)=O)OC[C@]12CCCN2C[C@@H](C1)F)F)O)F